2-(2-chloropyridin-3-yl)-1-(7-fluoro-5-(5-methyl-2-((1-methyl-1H-pyrazol-5-yl)amino)pyrimidin-4-yl)indolin-1-yl)ethan-1-one ClC1=NC=CC=C1CC(=O)N1CCC2=CC(=CC(=C12)F)C1=NC(=NC=C1C)NC1=CC=NN1C